C1(CC1)[C@@H]1N(C2=CC=C(C=C2[C@@H]([C@H]1C)NC1=NC=CC(=N1)C)F)C(C)=O ((2S,3R,4R)-2-cyclopropyl-6-fluoro-3-methyl-4-((4-methyl-pyrimidin-2-yl)amino)-3,4-dihydroquinolin-1(2H)-yl)ethanone